5-(furan-2-yl)-2-((phenylseleno)methyl)-3,4-dihydro-2H-pyrrole O1C(=CC=C1)C=1CCC(N1)C[Se]C1=CC=CC=C1